(S)-5-((1H-pyrazol-1-yl)methyl)-N-(2-ethoxy-6-methoxyphenylsulfonimidoyl)-6-methoxypicolinamide N1(N=CC=C1)CC=1C=CC(=NC1OC)C(=O)N[S@@](=O)(=N)C1=C(C=CC=C1OC)OCC